ClC=1C=C2C=C(NC2=CC1)C(=O)NNC(/C=C/C=1CN(C=CC1)C)=O (E)-3-(3-(2-(5-chloro-1H-indole-2-carbonyl)hydrazino)-3-oxoprop-1-en-1-yl)-1-methylpyridine